(E)-2-benzylidene-3,3-dimethyl-valerolactone C(/C1=CC=CC=C1)=C/1\C(=O)OCCC1(C)C